4-chloro-N-[3,4-dichloro-10-(1-tetrahydropyran-2-ylpyrazol-4-yl)-6,7,8,9-tetrahydropyrido[1,2-a]indol-7-yl]butanamide ClCCCC(=O)NC1CCC=2N(C3=C(C(=CC=C3C2C=2C=NN(C2)C2OCCCC2)Cl)Cl)C1